difluoro-1-(4-methyl-benzimidazol-1-yl)quinoline FC=1C(N(C2=CC=CC=C2C1)N1C=NC2=C1C=CC=C2C)F